C(C(C)C)C1=C2C=CC=[N+](C2=CC=C1)[O-] 5-Isobutylquinoline 1-Oxide